CN1N=CC(=C1)C=1N=C(C=2N(C1)N=CC2)N2CCC(CC2)CNC(=O)C2=NOC(=N2)C2(CC2)C N-((1-(6-(1-methyl-1H-pyrazol-4-yl)pyrazolo[1,5-a]pyrazin-4-yl)piperidin-4-yl)methyl)-5-(1-methylcyclopropyl)-1,2,4-oxadiazole-3-carboxamide